2-(benzyl-(7,8-dichloro-4-(1H-imidazol-1-yl)quinolin-2-yl)amino)ethane-1-sulfonic acid C(C1=CC=CC=C1)N(CCS(=O)(=O)O)C1=NC2=C(C(=CC=C2C(=C1)N1C=NC=C1)Cl)Cl